(5S,7S)-2-bromo-7-fluoro-5-(3-fluorophenyl)-6,7-dihydro-5H-pyrrolo[1,2-b][1,2,4]triazole BrC=1N=C2N(N1)[C@@H](C[C@@H]2F)C2=CC(=CC=C2)F